C(#N)C1=CC=C(C(=O)NC2=CC(=C(C=C2)C)NC2=NC=CC=C2C2=C3N=CN(C3=NC=N2)C2OCCCC2)C=C1 4-cyano-N-(4-methyl-3-((3-(9-(tetrahydro-2H-pyran-2-yl)-9H-purin-6-yl)pyridin-2-yl)amino)phenyl)benzamide